1,2-bis(4,4-dimethyl-2-oxazolin-2-yl)ethane CC1(N=C(OC1)CCC=1OCC(N1)(C)C)C